(1S,2S)-2-(pyridin-2-yldisulfaneyl)cyclopentyl (4-((((4-nitrophenoxy)carbonyl) oxy)methyl)phenyl)carbamate [N+](=O)([O-])C1=CC=C(OC(=O)OCC2=CC=C(C=C2)NC(O[C@@H]2[C@H](CCC2)SSC2=NC=CC=C2)=O)C=C1